[Br-].C(CC)C=1C(=C(C=CC1)PC1=CC=CC=C1)CCC dipropyldiphenylphosphine bromide